tert-butyl 1-(2,6-difluorophenyl)-6-oxo-pyridazine-3-carboxylate FC1=C(C(=CC=C1)F)N1N=C(C=CC1=O)C(=O)OC(C)(C)C